phenylpropynyl (4-methoxy)phenyl ether COC1=CC=C(C=C1)OC#CCC1=CC=CC=C1